C(N)(=O)C1N(CCN(C1)C1=NC(=NC2=CC(=C(C=C12)C1=CC=C(C=C1)Cl)Cl)C)C(=O)OC(C)(C)C tert-Butyl 2-carbamoyl-4-(7-chloro-6-(4-chlorophenyl)-2-methylquinazolin-4-yl)piperazine-1-carboxylate